(R)-5-(2-((1-cyclopropylethyl)amino)-7H-pyrrolo[2,3-d]pyrimidin-5-yl)-N-(2-fluoro-2-methylpropyl)pyrazolo[1,5-a]pyridine-3-carboxamide C1(CC1)[C@@H](C)NC=1N=CC2=C(N1)NC=C2C2=CC=1N(C=C2)N=CC1C(=O)NCC(C)(C)F